[N+](=O)([O-])C=1C=C(\C=C\2/N=C(OC2=O)C2=CC(=CC=C2)C(F)(F)F)C=CC1 (Z)-4-(3-nitrobenzylidene)-2-(3-(trifluoromethyl)phenyl)oxazol-5(4H)-one